C(C)(C)(C)OC(N[C@H](C(=O)N(C)C1=CC(=C(C=C1)F)Cl)CO)=O (S)-(1-((3-chloro-4-fluorophenyl)(methyl)amino)-3-hydroxy-1-oxopropan-2-yl)carbamic acid tert-butyl ester